COC(C1=CC(=C(C=C1)CN1CCN(CC1)C1=C(C=C(C=C1)C#N)F)F)=O methyl-4-((4-(4-cyano-2-fluorophenyl) piperazin-1-yl) methyl)-3-fluorobenzoate